BrC1=C(C(=CC(=C1)N1CCOCC1)C(F)(F)F)NC(CC)=O N-(2-Bromo-4-morpholin-4-yl-6-trifluoromethyl-phenyl)-propionamide